C(C=C)(=O)[Au].[Ti] titanium alloyl-gold